C1([N+](=O)[O-])=CC([N+](=O)[O-])=CC([N+](=O)[O-])=C1[O-] Picrat